C(C)(=O)NC=1C(N(C(NC1N)=O)C)=O 5-acetylamino-6-amino-3-methyluracil